C(C)(C)C1=NNC2=CC=C(C=C12)C1=CN=C2N1N=C(C=C2)N2CC1(COC1)C2 6-(3-(3-isopropyl-1H-indazol-5-yl)imidazo[1,2-b]pyridazin-6-yl)-2-oxa-6-azaspiro[3.3]heptane